N-((S)-1-(((R)-4-amino-3,4-dioxo-1-((R)-2-oxopyrrolidin-3-yl)butan-2-yl)amino)-4-methyl-1-oxopentan-2-yl)-9-hydroxy-9H-fluorene-9-carboxamide NC(C([C@@H](C[C@@H]1C(NCC1)=O)NC([C@H](CC(C)C)NC(=O)C1(C2=CC=CC=C2C=2C=CC=CC12)O)=O)=O)=O